ClC=1C=NC=C(C1NC(C(=O)C1=CN(C2=CC=C(C=C12)O)CC1=CC=C(C=C1)F)=O)Cl N-(3,5-dichloropyridin-4-yl)-[1-(4-fluorobenzyl)-5-hydroxy-indol-3-yl]glyoxylamide